N1=C(C=CC=C1)S(=O)(=O)F 2-pyridinesulfonyl fluoride